CC=1N=CSC1C(=O)[O-] 4-methylthiazole-5-carboxylate